(4-(5-(5-((R)-1-(3,5-Dichloropyridin-4-yl)ethoxy)-1-(tetrahydro-2H-pyran-2-yl)-1H-indazol-3-yl)pyridin-2-yl)piperazin-1-yl)(morpholino)methanone ClC=1C=NC=C(C1[C@@H](C)OC=1C=C2C(=NN(C2=CC1)C1OCCCC1)C=1C=CC(=NC1)N1CCN(CC1)C(=O)N1CCOCC1)Cl